Cl.Cl.O=C1CCNCCC2N1C(CC2)C(=O)N 6-oxodecahydropyrrolo[1,2-a][1,5]diazocine-8-carboxamide dihydrochloride